6-chloro-5'-(3-chlorophenyl)-2'-(4-ethoxy-2-methoxyphenyl)-3'-isopropyl-3'H-spiro[indoline-3,4'-pyrrolo[3,4-d]imidazole]-2,6'(5'H)-dione ClC1=CC=C2C(=C1)NC(C21N(C(C=2N=C(N(C21)C(C)C)C2=C(C=C(C=C2)OCC)OC)=O)C2=CC(=CC=C2)Cl)=O